FC(C1=C(OC2=CC=C(C(=C2C(=O)O)F)C(F)(F)F)C=CC(=C1)C(F)(F)F)(F)F 6-(2,4-bis(trifluoromethyl)phenoxy)-2-fluoro-3-(trifluoromethyl)benzoic acid